[Na].CC(CCC)(C)C1=C(C=C(C=C1)C)O 2-(1,1-dimethylbutyl)-5-methylphenol, sodium salt